C(C)(C)(C)C1=NOC(=N1)C(=O)N[C@H]1CCCCC2=C1C=CC(=C2)C2=CC(=NC=C2)NC(=O)[C@H]2[C@H](C2)C#N 3-(tert-butyl)-N-((S)-2-(2-((1R,2S)-2-cyanocyclopropane-1-carboxamido)pyridin-4-yl)-6,7,8,9-tetrahydro-5H-benzo[7]annulen-5-yl)-1,2,4-oxadiazole-5-carboxamide